C(CCC)C1=CC=C(C=C1)[NH+](CCCCCCCCCCC(C)C)CCCCCCCCCCC(C)C 4-butyl-N,N-bis(isotridecyl)phenylammonium